O-(3-(benzyloxy)propyl)hydroxylamine C(C1=CC=CC=C1)OCCCON